Cl.C1(CC1)N1C[C@@H](C[C@@H](C1)C(F)(F)F)N (3R,5S)-1-cyclopropyl-5-(trifluoromethyl)piperidin-3-amine hydrochloride